N(N)C(=O)C=1N=C2N(C=3N=C(C=C(C3C=C2)C(C(F)(F)F)(F)F)C2CN(CC2)C(=O)OC(C)(C)C)C1 tert-butyl 3-[8-(hydrazinecarbonyl)-4-(1,1,2,2,2-pentafluoroethyl)imidazo[1,2-a]1,8-naphthyridin-2-yl]pyrrolidine-1-carboxylate